6-(4-amino-4-methylpiperidin-1-yl)-3-(2,3-dichloropyridin-4-yl)-1H-pyrazolo[3,4-b]pyridine-4-carboxylic acid NC1(CCN(CC1)C=1C=C(C2=C(N1)NN=C2C2=C(C(=NC=C2)Cl)Cl)C(=O)O)C